2-Chloro-N-(4,4-difluorocyclohexyl)-4-(1-{[8-(2,2-dimethylpropyl)-7-oxo-pyrido[2,3-d]pyrimidin-2-yl]amino}ethyl)benzamid ClC1=C(C(=O)NC2CCC(CC2)(F)F)C=CC(=C1)C(C)NC=1N=CC2=C(N1)N(C(C=C2)=O)CC(C)(C)C